(1-(4-(ethylsulfonyl)phenyl)-2-hydroxyethyl)-(R)-4-(4-(cyclopentylcarbonyl)piperazin-1-yl)benzamide tert-butyl-4-(4-((6-cyanopyridin-3-yl)oxy)phenyl)piperidine-1-carboxylate C(C)(C)(C)OC(=O)N1CCC(CC1)C1=CC=C(C=C1)OC=1C=NC(=CC1)C#N.C(C)S(=O)(=O)C1=CC=C(C=C1)C(CO)C1=C(C(=O)N)C=CC(=C1)N1CCN(CC1)C(=O)C1CCCC1